amino-biphenyl palladium chloride [Pd](Cl)Cl.NC1=C(C=CC=C1)C1=CC=CC=C1